C(C)(C)N1C(N(C2=NC=C(C=C21)C(=O)NC2(CCS(CC2)(=O)=O)C)C2=CC(=CC=C2)OC(C(F)F)(F)F)=O 1-isopropyl-N-(4-methyl-1,1-dioxo-thian-4-yl)-2-oxo-3-[3-(1,1,2,2-tetrafluoroethoxy)phenyl]imidazo[4,5-b]pyridine-6-carboxamide